(E)-Dimethyl succinate C(CCC(=O)OC)(=O)OC